4-(N-(8'-bromo-4'H-spiro[cyclopropane-1,5'-naphtho[2,1-d]isoxazol]-3'-yl)sulfamoyl)-5-methoxy-N,2-dimethylbenzamide BrC1=CC=C2C3(CC=4C(=NOC4C2=C1)NS(=O)(=O)C1=CC(=C(C(=O)NC)C=C1OC)C)CC3